(3R)-3-amino-1,1-dioxo-7-[5-(1,2,2,2-tetrafluoro-1-methoxy-ethyl)-1,3,4-oxadiazol-2-yl]-5-[[4-(trifluoromethoxy)phenyl]methyl]-2,3-dihydro-1lambda6,5-benzothiazepin-4-one N[C@H]1CS(C2=C(N(C1=O)CC1=CC=C(C=C1)OC(F)(F)F)C=C(C=C2)C=2OC(=NN2)C(C(F)(F)F)(OC)F)(=O)=O